7-AZA-BENZOTHIAZOLE S1C=NC2=C1N=CC=C2